FC1=CC(=C(C=C1)CCCCC(=O)O)C(F)(F)F 4-fluoro-2-(trifluoromethyl)-benzenepentanoic acid